3-fluoro-4-[3-(1-hydroxyethyl)-6-[5-[(6-methylpyridazin-3-yl)amino]benzimidazol-1-yl]-2-pyridyl]-1-(2,2,2-trifluoroethyl)pyridin-2-one FC=1C(N(C=CC1C1=NC(=CC=C1C(C)O)N1C=NC2=C1C=CC(=C2)NC=2N=NC(=CC2)C)CC(F)(F)F)=O